C(#N)C=1C(=CC=C2N=CC(=NC12)C(C(=O)O)C1CCNCC1)NC1=CC(=C(C=C1)OCC1=CC=C(C=C1)OC)OC.N1(CCNCC1)C=1C=NC=2C=CC=C(C2N1)C#N 3-(piperazin-1-yl)quinoxaline-5-carbonitrile (8-cyano-7-((3-methoxy-4-((4-methoxybenzyl)oxy)phenyl)amino)quinoxalin-2-yl)piperidin-4-yl-acetate